6-Amino-3-((1R,2R)-2-ethyl-1',2'-dihydrospiro[cyclopropane-1,3'-pyrrolo[2,3-b]pyridin]-5'-yl)-2-fluoro-N,N-dimethylbenzamide NC1=CC=C(C(=C1C(=O)N(C)C)F)C=1C=C2C(=NC1)NC[C@]21[C@@H](C1)CC